cinnamic acid anhydride C(C=CC1=CC=CC=C1)(=O)OC(C=CC1=CC=CC=C1)=O